8-bromo-1-((5-chloronaphthalen-2-yl)methyl)-3,7-dimethyl-3,7-dihydro-1H-purine-2,6-dione BrC1=NC=2N(C(N(C(C2N1C)=O)CC1=CC2=CC=CC(=C2C=C1)Cl)=O)C